(1R)-1-[2-[[6-(azetidin-3-yl)-7,8-dihydro-5H-1,6-naphthyridin-2-yl]amino]-8-piperidin-1-ylpyridino[3,4-d]pyrimidin-6-yl]ethanol N1CC(C1)N1CC=2C=CC(=NC2CC1)NC=1N=CC2=C(N1)C(=NC(=C2)[C@@H](C)O)N2CCCCC2